OCCNC(O[C@@H]1CC[C@H](CC1)C(N(C[C@@H]1CC[C@H](CC1)C1=CC(=C(C=C1)OC)C)C1=CC(=CC=C1)C=1N=C(OC1)C(C)C)=O)=O trans-4-((3-(2-Iso-propyloxazol-4-yl)-phenyl)((trans-4-(4-methoxy-3-methyl-phenyl)cyclohexyl)-methyl)carbamoyl)-cyclohexyl (2-hydroxyethyl)carbamate